C[Si](C)(C)N[SiH3] trimethylsilyl-silylamine